ClC1=CC=C(C=C1)C(=O)N1C(C=2N(CC1)C(=NN2)C2=NC(=NS2)C2CC2)CCS(=O)(=O)C (4-Chlorophenyl)(3-(3-cyclopropyl-1,2,4-thiadiazol-5-yl)-8-(2-(methylsulfonyl)ethyl)-5,6-dihydro-[1,2,4]triazolo[4,3-a]pyrazin-7(8H)-yl)methanone